2-[tert-butyl(dimethyl)silyl]oxy-N-ethyl-N-[[2-methyl-4-[1-tetrahydropyran-2-yl-3-(2-triisopropylsilylethynyl)indazol-5-yl]pyrazol-3-yl]methyl]ethanamine [Si](C)(C)(C(C)(C)C)OCCN(CC=1N(N=CC1C=1C=C2C(=NN(C2=CC1)C1OCCCC1)C#C[Si](C(C)C)(C(C)C)C(C)C)C)CC